C1(CCCCC1)C1=CC=C(C=C1)[I+]C1=CC=CC=C1 (4-cyclohexylphenyl)phenyliodonium